NC1=NC(=C(C=2N1C(N(N2)CC2=NN(N=C2)C)=O)C2=CC(=NC(=C2)C)C)C2=CC=CC=C2 5-amino-8-(2,6-dimethyl-4-pyridyl)-2-[(2-methyltriazol-4-yl)methyl]-7-phenyl-[1,2,4]triazolo[4,3-c]pyrimidin-3-one